6-(4-ethoxyphenyl)-N-(2-(5-methoxy-2-methylpyridin-3-yl)ethyl)pyrazine-2-carboxamide C(C)OC1=CC=C(C=C1)C1=CN=CC(=N1)C(=O)NCCC=1C(=NC=C(C1)OC)C